NC1=NNC2=C1C(=NC=C2C=2C=NC=1N(C2)N=CC1)C1=CC=C(CNC(C2=C(C=CC(=C2)F)OC)=O)C=C1 N-(4-(3-amino-7-(pyrazolo[1,5-a]pyrimidin-6-yl)-1H-pyrazolo[4,3-c]pyridin-4-yl)benzyl)-5-fluoro-2-methoxybenzamide